NC1=NC(=C(C(=N1)C(C)C)N1CN=C(C2=C1N=C(C(=C2)Cl)C2=C(C=CC=C2)F)N2[C@H](CN(CC2)C(C=C)=O)C)C(C)C 1-(2-Amino-4,6-di(2-propanyl)-5-pyrimidinyl)-6-chloro-7-(2-fluorophenyl)-4-((2S)-2-methyl-4-(2-propenoyl)-1-piperazinyl)pyrido[2,3-d]pyrimidin